(20S)-aminomethyl-pregn-4,6-dien-3-one NCCC[C@H]1CC[C@H]2[C@@H]3C=CC4=CC(CC[C@]4(C)[C@H]3CC[C@]12C)=O